OC=1C2=C(N=C(N1)C(=O)OCC)C(=CS2)C2=NC=CC=C2 Ethyl 4-hydroxy-7-(pyridin-2-yl)thieno[3,2-d]pyrimidine-2-carboxylate